(3R,4S,5R)-4-(benzyloxy)-5-((benzyloxy) methyl)-5-cyanotetrahydrofuran-2,3-diyldiacetate C(C1=CC=CC=C1)O[C@H]1[C@@H](C(O[C@]1(C#N)COCC1=CC=CC=C1)CC(=O)[O-])CC(=O)[O-]